2-Chloro-N4-isobutylquinoline-3,4-diamine ClC1=NC2=CC=CC=C2C(=C1N)NCC(C)C